C(C)(C)(C)OC(=O)N1[C@H]([C@]2(CC1)NC(COC2)=O)COC2CCC(CC2)C2=C(OCCC(=O)O)C=CC=C2 |o1:8,9| 3-{2-[(1S,4s)-4-{[rel-(1R,5S)-2-[(tert-butoxy)carbonyl]-7-oxo-9-oxa-2,6-diazaspiro[4.5]dec-1-yl]methoxy}cyclohexyl]phenoxy}propanoic acid